6-(1-acryloylpiperidine-4-yl)-2-(4-phenoxyphenyl)nicotinamide C(C=C)(=O)N1CCC(CC1)C1=NC(=C(C(=O)N)C=C1)C1=CC=C(C=C1)OC1=CC=CC=C1